C(N)(=O)C=1C=C(C(=C2C=C(NC12)C)C1=C2CCN(CC2=CC=C1)C(=O)OC(C)(C)C)F tert-butyl 5-(7-carbamoyl-5-fluoro-2-methyl-1H-indol-4-yl)-3,4-dihydro-isoquinoline-2(1H)-carboxylate